5-(2-(3-(1H-pyrazol-4-yl)benzoylamino)-1-phenyl-1H-imidazol-4-yl)pentanoic acid N1N=CC(=C1)C=1C=C(C(=O)NC=2N(C=C(N2)CCCCC(=O)O)C2=CC=CC=C2)C=CC1